(R)-N-((S)-(6-((R)-amino(cyclopropyl)methyl)-1-((2-(trimethylsilyl)ethoxy)methyl)-1H-benzo[d]imidazol-2-yl)((R)-3,3-difluorocyclohexyl)methyl)-2-methylpropane-2-sulfinamide N[C@@H](C=1C=CC2=C(N(C(=N2)[C@@H](N[S@](=O)C(C)(C)C)[C@H]2CC(CCC2)(F)F)COCC[Si](C)(C)C)C1)C1CC1